1-Methyl-5-{5-[(7S)-7-(pyrrolidin-1-yl)-6,7,8,9-tetrahydro-5H-benzo[7]annulen-2-yl]-1H-pyrazolo[3,4-b]pyridin-3-yl}-2,3-dihydro-1H-inden-1-ol CC1(CCC2=CC(=CC=C12)C1=NNC2=NC=C(C=C21)C=2C=CC1=C(CC[C@H](CC1)N1CCCC1)C2)O